FC(=C1C[C@]2(CCCN2C1)CO)F (7aR)-2-(Difluoromethylene)tetrahydro-1H-pyrrolizine-7a(5H)-methanol